benzyl 4-((tert-butoxycarbonylamino)methyl)-4-methoxypiperidine-1-carboxylate C(C)(C)(C)OC(=O)NCC1(CCN(CC1)C(=O)OCC1=CC=CC=C1)OC